C(CCCC(=O)OCC(CCCCCCCC)CCCCCC)(=O)OCCC1CCN(CC1)CCCSSCCCN1CCC(CC1)CCOC(CCCC(=O)OCC(CCCCCCCC)CCCCCC)=O O1-[2-[1-[3-[3-[4-[2-[5-(2-hexyldecyloxy)-5-oxo-pentanoyl] oxyethyl]-1-piperidinyl] propyldisulfanyl] propyl]-4-piperidinyl] ethyl] O5-(2-hexyldecyl) glutarate